FC(C#C)(F)[C@@]1(CC[C@@H]2[C@@]1(C[C@@H](C1=C3CCC(C=C3CC[C@@H]21)=O)C2=CC=C(C=C2)O)C)O (1S,3aS,3bS,10R,11aS)-1-(1,1-difluoroprop-2-yn-1-yl)-1-hydroxy-10-(4-hydroxyphenyl)-11a-methyl-2H,3H,3aH,3bH,4H,5H,8H,9H,10H,11H-cyclopenta[a]phenanthren-7-one